BrC1=C2C=NN(C2=CC(=C1C1CC1)C(=O)OC)C1OCCCC1 methyl 4-bromo-5-cyclopropyl-1-(tetrahydro-2H-pyran-2-yl)-1H-indazole-6-carboxylate